CN(C(C(=O)NC=1C=C2CC(CC2=C(C1)F)CNCCC1CN(C(O1)=O)C1=NC2=C(OCC(N2)=O)N=C1)(C)C)C 2-(dimethylamino)-N-[7-fluoro-2-[[2-[2-oxo-3-(3-oxo-4H-pyrazino[2,3-b][1,4]oxazin-6-yl)oxazolidin-5-yl]ethylamino]methyl]indan-5-yl]-2-methyl-propanamide